ClC1=CC=C(C=C1)N1C(NC(C1)=O)=O (4-chlorophenyl)imidazolidine-2,4-dione